2-methyl-4-(trifluoromethoxy)aniline CC1=C(N)C=CC(=C1)OC(F)(F)F